ClC1=C(C=CC=C1C1=C(C(=NC=C1)C=1C=NC(=C(C1)OC)CN[C@H]1C(OCC1)=O)Cl)C1=CC=C(C(=N1)OC)CNC[C@H]1CCC(N1)=O (R)-5-((((6-(2-chloro-3-(3-chloro-5'-methoxy-6'-((((R)-2-oxotetrahydrofuran-3-yl)amino)methyl)-[2,3'-bipyridin]-4-yl)phenyl)-2-methoxypyridin-3-yl)methyl)amino)methyl)pyrrolidin-2-one